N-(4-oxo-3,4-dihydrospiro[benzo[e][1,3]oxazine-2,1'-cyclopentane]-6-yl)-5-chloro-1H-indole O=C1NC2(CCCC2)OC2=C1C=C(C=C2)N2C=CC1=CC(=CC=C21)Cl